methyl-N-t-butoxycarbonyl-phenylalanine CN([C@@H](CC1=CC=CC=C1)C(=O)O)C(=O)OC(C)(C)C